(S)-N-(2-(3,4-dimethylpiperazin-1-yl)-4-fluoro-5-(2-morpholinopyrimidin-5-yl)phenyl)benzamide C[C@H]1CN(CCN1C)C1=C(C=C(C(=C1)F)C=1C=NC(=NC1)N1CCOCC1)NC(C1=CC=CC=C1)=O